C1=CC=CC=2C3=CC=CC=C3C(=C(C12)O)C=1C2=CC=CC=C2C=2C=CC=CC2C1O 9,9'-biphenanthrene-10,10'-diol